ClC1=CC=C2C(=C(N(C2=C1)CC1CC1)C=1OC=NN1)/C=N/O (E)-6-chloro-1-(cyclopropylmethyl)-2-(1,3,4-oxadiazol-2-yl)-1H-indole-3-carbaldehyde oxime